N-(2-bicyclo[2.2.1]heptanyl)-2-[1-[(2,4-difluorophenyl)methyl]-5-oxopyrrolidin-2-yl]acetamid C12C(CC(CC1)C2)NC(CC2N(C(CC2)=O)CC2=C(C=C(C=C2)F)F)=O